ClC=1C=C2C(=CNC(C2=CN1)=O)C(CO)C 6-chloro-4-(1-hydroxy-propan-2-yl)-2,7-naphthyridin-1(2H)-one